TRICHLORAMINE N(Cl)(Cl)Cl